Tert-butyl 4-(2-(5-((1-(tert-butyl)-3-((1S,3R)-3-((isopropylcarbamoyl)oxy)cyclopentyl)-1H-pyrazol-5-yl)carbamoyl)-1H-pyrazol-1-yl)ethyl)piperazine-1-carboxylate C(C)(C)(C)N1N=C(C=C1NC(=O)C1=CC=NN1CCN1CCN(CC1)C(=O)OC(C)(C)C)[C@@H]1C[C@@H](CC1)OC(NC(C)C)=O